Racemic-trans-3-amino-N-(4-(5,5-dimethyl-5,6-dihydro-4H-pyrrolo[1,2-b]pyrazol-3-yl)-5-fluoropyridin-2-yl)cyclohexane-1-carboxamide N[C@@H]1C[C@H](CCC1)C(=O)NC1=NC=C(C(=C1)C1=C2N(N=C1)CC(C2)(C)C)F |r|